2-(2-methylimidazo[1,2-a]pyridin-6-yl)-7-(1,2,3,6-tetrahydropyridin-4-yl)-4H-pyrido[1,2-a]pyrimidin-4-one CC=1N=C2N(C=C(C=C2)C=2N=C3N(C(C2)=O)C=C(C=C3)C=3CCNCC3)C1